C(C=C)(=O)OCCCCCCCCCC normal decyl acrylate